CC=1C(=C(C=CC1C)[N+](=O)[O-])CBr Methyl-2-(bromomethyl)-4-methyl-1-nitrobenzene